(4R,5R)-diphenyl-1,3-dioxolane C1(=CC=CC=C1)C1(OCCO1)C1=CC=CC=C1